2-(((1S,4S,5S)-4-(2,6-dimethoxy-4-(2-methyl-3-phenyloctan-2-yl)phenyl)-6,6-dimethylbicyclo[3.1.1]hept-2-en-2-yl)methyl)isoindoline-1,3-dione COC1=C(C(=CC(=C1)C(C)(C(CCCCC)C1=CC=CC=C1)C)OC)[C@H]1C=C([C@@H]2C([C@H]1C2)(C)C)CN2C(C1=CC=CC=C1C2=O)=O